ClC1=CC=C(C=C1)C=1N=C(SC1)C12CC(C1)(C2)C=2C(=NN(C2)C(=O)N)C2(CC2)S(=O)(=O)C [3-[4-(4-chlorophenyl)thiazol-2-yl]-1-bicyclo[1.1.1]pentanyl]-3-(1-methylsulfonylcyclopropyl)pyrazole-1-carboxamide